FC=1C=CC(=NC1)C1(CC1)NC(=O)[C@@H]1CN(CC[C@H]1NC(=O)C1=NOC(=C1)C1=C(C=C(C=C1F)F)F)CC1CC1 (3R,4R)-1-cyclopropylmethyl-4-{[5-(2,4,6-trifluoro-phenyl)-isoxazole-3-carbonyl]-amino}-piperidine-3-carboxylic acid [1-(5-fluoro-pyridin-2-yl)-cyclopropyl]-amide